ClC=1C=C2C=C(NC2=CC1OCC1=CC(=NO1)C)CNC(CC(F)(F)F)=O N-((5-chloro-6-((3-methylisoxazol-5-yl)methoxy)-1H-indol-2-yl)methyl)-3,3,3-trifluoropropanamide